C(C)(C)(C)N(C(O)=O)C1CC(C1)N1CCNCC1.C(C1=CC=CC=C1)OC(=O)OC=1C=CC(=NC1C)C=1SC(=CC1CC(=O)OCC1=CC=CC=C1)Cl benzyl ((2-(5-(((benzyloxy) carbonyl) oxy)-6-methylpyridin-2-yl)-5-chlorothien-3-yl) methyl)carboxylate tert-butyl-((1r,3r)-3-(piperazin-1-yl)cyclobutyl)carbamate